4-[(3S)-3-aminoazepan-1-yl]-5-chloro-2-(2-fluoro-4-pyridinyl)-1H-pyrimidin-6-one N[C@@H]1CN(CCCC1)C=1N=C(NC(C1Cl)=O)C1=CC(=NC=C1)F